CN1C=NC2=C1C=CC=C2C(=O)O 1-methyl-1H-benzo[d]imidazole-4-carboxylic acid